1'-(3-bromo-4-fluoro-phenyl)-3'-(trifluoromethyl)spiro[1,3-dioxolane-2,7'-5,6-dihydro-4H-indazole] BrC=1C=C(C=CC1F)N1N=C(C=2CCCC3(C12)OCCO3)C(F)(F)F